S1C=NC2=C1C=C(C=C2)\C=C\2/N=C(NC2=O)NC=2N=NC(=CC2)N2CCN(CC2)C (4Z)-4-(1,3-Benzothiazol-6-ylmethylene)-2-[[6-(4-methylpiperazin-1-yl)pyridazin-3-yl]amino]-1H-imidazol-5-one